12E,16Z-pentaenoic acid C(C=CCC)(=O)O